isopropyl 2-(4-(ethoxycarbonyl)phenyl)-3-(4-(methylsulfonyl)phenyl)bicyclo[1.1.1]pentane-1-carboxylate C(C)OC(=O)C1=CC=C(C=C1)C1C2(CC1(C2)C2=CC=C(C=C2)S(=O)(=O)C)C(=O)OC(C)C